(2S)-2-(9H-fluoren-9-yl-methoxycarbonyl-amino)-4-methyl-pentanoic acid C1=CC=CC=2C3=CC=CC=C3C(C12)N([C@H](C(=O)O)CC(C)C)C(=O)OC